CC1=NC2=C(C(=CC=C2C=C1)C1NCCC2=C1C=CS2)O 2-Methyl-7-{4,5,6,7-tetrahydrothieno[3,2-c]pyridin-4-yl}chinolin-8-ol